C(C)(=O)C=1C(=NC(=CC1)Cl)NCC1(CC1)C#N 1-[[(3-acetyl-6-chloro-2-pyridinyl)amino]methyl]cyclopropanecarbonitrile